COC=1C=C(C=CC1OC)C(C1=CNC2=CC=CC=C12)S(=O)(=O)C1=CC=C(C=C1)C 3-[(3,4-dimethoxyphenyl)(4-methylbenzenesulfonyl)methyl]-1H-indole